ethyl (2E)-2-[2-(2-chloro-5-methoxyphenyl)hydrazinylidene]-3-oxobutanoate ClC1=C(C=C(C=C1)OC)N\N=C(\C(=O)OCC)/C(C)=O